methyl-Z-octadecenoate COC(\C=C/CCCCCCCCCCCCCCC)=O